C(=O)=C1NC(=CC2=C1N=CN=C2)C#N 8-carbonyl-7,8-dihydropyrido[3,4-d]pyrimidine-6-carbonitrile